phenyl 4-bromobutyrate BrCCCC(=O)OC1=CC=CC=C1